1-(4-benzyl-3,4-dihydroquinoxalin-1(2H)-yl)-3-(pyrrolidin-1-yl)propan-1-one C(C1=CC=CC=C1)N1CCN(C2=CC=CC=C12)C(CCN1CCCC1)=O